CC1=CC(=CO1)[C@H]1N(OCC1)C(=O)C1CCN(CC1)C1=CC(=NC=N1)C(=O)N (S)-6-(4-(3-(5-Methylfuran-3-yl)isoxazolidine-2-carbonyl)piperidin-1-yl)pyrimidine-4-carboxamide